FC(CN1N=CC=2C1=CN=C(C2)N2N=C1C=CC=CC1=C2)(C(F)(F)F)F 2-[1-(2,2,3,3,3-pentafluoropropyl)pyrazolo[3,4-c]pyridin-5-yl]indazol